7-((4-((2-(dimethylphosphoryl)phenyl)amino)-5-(trifluoromethyl)pyrimidin-2-yl)amino)-N-Methoxybenzofuran-4-carboxamide CP(=O)(C)C1=C(C=CC=C1)NC1=NC(=NC=C1C(F)(F)F)NC=1C=CC(=C2C=COC21)C(=O)NOC